N,N-dihydroxymethyl-tert-butylamine OCN(CO)C(C)(C)C